4-(((3S,7S)-5-((5-chloropyridin-2-yl)sulfonyl)-1-oxa-5-azaspiro[2.4]Hept-7-yl)oxy)-2-fluorobenzonitrile ClC=1C=CC(=NC1)S(=O)(=O)N1C[C@]2(CO2)[C@H](C1)OC1=CC(=C(C#N)C=C1)F